FC=1C(=C2C(=C(NC2=C(C1)C(=O)N)C)C)N1C[C@@H]2NCCC[C@@H]2C1 (RS-cis)-5-fluoro-4-(hexahydro-1H-pyrrolo[3,4-b]pyridin-6(2H)-yl)-2,3-dimethyl-1H-indole-7-carboxamide